[4-(aminomethyl)piperidin-1-yl]-[4-[[3-[3-fluoro-4-(4-hydroxybut-2-ynoxy)phenyl]imidazo[1,2-a]pyrazin-8-yl]amino]-2-methylphenyl]methanone NCC1CCN(CC1)C(=O)C1=C(C=C(C=C1)NC=1C=2N(C=CN1)C(=CN2)C2=CC(=C(C=C2)OCC#CCO)F)C